3-(3-(2,6-dioxopiperidin-3-yl)-2-methylquinolin-7-yl)propanoic acid hydrochloride salt Cl.O=C1NC(CCC1C=1C(=NC2=CC(=CC=C2C1)CCC(=O)O)C)=O